2-(2-bromo-5-fluorophenyl)acetic acid BrC1=C(C=C(C=C1)F)CC(=O)O